N-phenyl-glycine butyl ester C(CCC)OC(CNC1=CC=CC=C1)=O